ClC1=C(C=CC=C1C1=C(C(=CC=C1)C1=CC=2N(C(C(=CN2)C=O)=O)C=C1)Cl)C1=CC(=C(C(=N1)OC)CN(C(OC(C)(C)C)=O)C[C@H]1NC(CC1)=O)F tert-Butyl N-[[6-[2-chloro-3-[2-chloro-3-(3-formyl-4-oxo-pyrido[1,2-a]pyrimidin-8-yl)phenyl]phenyl]-4-fluoro-2-methoxy-3-pyridyl]methyl]-N-[[(2S)-5-oxopyrrolidin-2-yl]methyl]carbamate